5-((4-cyanophenyl)thio)-1H-1,2,3-triazole-4-carboxylic acid C(#N)C1=CC=C(C=C1)SC1=C(N=NN1)C(=O)O